C(C1=CC=CC=C1)(C1=CC=CC=C1)(C1=CC=CC=C1)N1C=NC=C1 1-trityl-1H-imidazole